ClC=1C=NN(C1C(=O)NC1=NC=C(C=C1C)C#CC1=CC=CC=C1)CC1(CC1)C#N 4-chloro-1-((1-cyanocyclopropyl)methyl)-N-(3-methyl-5-(phenylethynyl)pyridin-2-yl)-1H-pyrazole-5-carboxamide